platinum-gold salt [Au].[Pt]